tert-Butyl-(3-{[(1R)-1-{1-[3-(L-alanylamino)benzyl]-4-(2,5-difluorophenyl)-1H-imidazol-2-yl}-2,2-dimethylpropyl](glycoloyl) amino}propyl)carbamat C(C)(C)(C)OC(NCCCN(C(CO)=O)[C@H](C(C)(C)C)C=1N(C=C(N1)C1=C(C=CC(=C1)F)F)CC1=CC(=CC=C1)NC([C@@H](N)C)=O)=O